FC(C=1OC(=NN1)C=1C=NC(=CC1)CN1N=NC(=C1)C=1C=NC=CC1)F 2-(difluoromethyl)-5-(6-((4-(pyridin-3-yl)-1H-1,2,3-triazol-1-yl)methyl)pyridin-3-yl)-1,3,4-oxadiazole